tert-butyl 3-(3-fluoro-4-(7-((3-(4-fluoropiperidin-1-yl)propyl)carbamoyl)benzo[d]imidazo[2,1-b]thiazol-2-yl)phenyl)pyrrolidine-1-carboxylate FC=1C=C(C=CC1C=1N=C2SC3=C(N2C1)C=CC(=C3)C(NCCCN3CCC(CC3)F)=O)C3CN(CC3)C(=O)OC(C)(C)C